2-((R)-7-fluoro-3-(2-fluoropropan-2-yl)-2,3-dihydrobenzo[b][1,4]dioxin-5-yl)-2-((R)-3-(4-(4-methoxy-5,6,7,8-tetrahydro-1,8-naphthyridin-2-yl)butoxy)pyrrolidin-1-yl)acetic acid FC=1C=C(C2=C(OC[C@@H](O2)C(C)(C)F)C1)C(C(=O)O)N1C[C@@H](CC1)OCCCCC1=NC=2NCCCC2C(=C1)OC